ClC1=CC=C(C(=N1)C=1C=C2CN(C(C2=CC1)=O)C)NC(C)C=1C=2C3=C(N(C(C2C=C(C1)C)=O)C)N(N=C3)C3CN(C3)C 9-(1-((6-chloro-2-(2-methyl-1-oxoisoindolin-5-yl)pyridin-3-yl)amino)ethyl)-4,7-dimethyl-3-(1-methylazetidin-3-yl)-3,4-dihydro-5H-pyrazolo[3,4-c]isoquinolin-5-one